CN1N=CC2=CC(=CC=C12)C1=NC(=CC2=C1C=CS2)N2CCC1(CN(C1)C(=O)OC(C)(C)C)CC2 tert-butyl 7-[4-(1-methylindazol-5-yl)thieno[3,2-c]pyridin-6-yl]-2,7-diazaspiro[3.5]nonane-2-carboxylate